COC1=C(C=CC=C1)/C=C/C(=O)N1COCC1 (E)-3-(3-(2-methoxyphenyl)acryloyl)oxazolidine